nonapropylene glycol ditosylate S(=O)(=O)(C1=CC=C(C)C=C1)OC(C)COC(C)COC(C)COC(C)COC(C)COC(C)COC(C)COC(C)COC(C)COS(=O)(=O)C1=CC=C(C)C=C1